C(C)(C)(C)OC(=O)N1CCC(=CC1=O)C1=C(C=CC=2OC(OC21)(C)C2=C(C=C(C=C2)Cl)F)F 4-(2-(4-chloro-2-fluorophenyl)-5-fluoro-2-methylbenzo[d][1,3]dioxolan-4-yl)-6-oxo-3,6-dihydropyridine-1(2H)-carboxylic acid tert-butyl ester